6-chloro-N-{(2S)-4-[2-(4-chloro-3-fluorophenoxy)acetamido]-2-hydroxybicyclo[2.2.2]octan-1-yl}-3,4-dihydro-2H-1-benzopyran-2-carboxamide ClC=1C=CC2=C(CCC(O2)C(=O)NC23[C@H](CC(CC2)(CC3)NC(COC3=CC(=C(C=C3)Cl)F)=O)O)C1